OC(C)C=1C(=NC(=CC1)N1C=NC2=C1C=CC(=C2)NC2=CN=NC=C2)N2N=C(C=C2C)C#N 1-[3-(1-hydroxyethyl)-6-[5-(pyridazin-4-ylamino)benzoimidazol-1-yl]-2-pyridinyl]-5-methyl-pyrazole-3-carbonitrile